C1=CC=C2C(=C1)C=CC(=C2O)O dihydroxynaphthalene